C1(=CC=CC=C1)NC1=CC(=C(C=C1)N)C N'-phenyl-2-methyl-1,4-phenylenediamine